(5S,8S,11S)-11-(4-chlorobenzyl)-1-(9H-fluoren-9-yl)-5-(2-fluoroethyl)-8-(methoxymethyl)-10-methyl-3,6,9-trioxo-2-oxa-4,7,10-triazatridecan-13-oic acid ClC1=CC=C(C[C@H](N(C([C@@H](NC([C@@H](NC(OCC2C3=CC=CC=C3C=3C=CC=CC23)=O)CCF)=O)COC)=O)C)CC(=O)O)C=C1